N(=C=O)C12CC3(CC(CC(C1)C3)C2)N=C=O 1,3-Diisocyanatoadamantan